1,2-dioctadecanoyl-sn-glycerol 3-phosphate P(=O)(O)(O)OC[C@@H](COC(CCCCCCCCCCCCCCCCC)=O)OC(CCCCCCCCCCCCCCCCC)=O